COC1=C(C=C(C=C1)S(=O)(=O)N1CC(OCC1)C1=C(SC2=C1C=CC=C2)C(=O)N)C(F)(F)F [4-[4-Methoxy-3-(trifluoromethyl)phenyl]-sulfonylmorpholin-2-yl]benzothiophen-2-carboxamid